4-(((R)-1-(3-(difluoromethyl)-2-fluorophenyl)ethyl)amino)quinolin FC(C=1C(=C(C=CC1)[C@@H](C)NC1=CC=NC2=CC=CC=C12)F)F